4-amino-2-methoxy-N-(6-methylpyrazin-2-yl)benzamide NC1=CC(=C(C(=O)NC2=NC(=CN=C2)C)C=C1)OC